N1C=NC=C2C1=CN=C2 1H-pyrrolo[3,4-d]pyrimidine